propylamine hydriodide I.C(CC)N